(R)-6-((2,6-dimethylpyrimidin-4-yl)amino)-N-(methyl-d3)-4-((5-methyl-1-oxo-1,2,3,3a,4,5-hexahydropyrrolo[1,2-a]quinoxalin-6-yl)amino)nicotinamide CC1=NC(=CC(=N1)NC1=NC=C(C(=O)NC([2H])([2H])[2H])C(=C1)NC1=C2N(C[C@@H]3N(C2=CC=C1)C(CC3)=O)C)C